Difluoromethyl-(E)-2-(4-(tert-butyl)phenyl)ethane-1-sulfonic acid FC(F)C(CC1=CC=C(C=C1)C(C)(C)C)S(=O)(=O)O